malonic acid-d3 C(C(C(=O)O)([2H])[2H])(=O)O[2H]